potassium 2-bromo-2,2-difluoroacetate BrC(C(=O)[O-])(F)F.[K+]